BrC=1C=C(C(=C(C(=O)N)C1)F)O 5-bromo-2-fluoro-3-hydroxybenzoamide